C1(=CC=C(C=C1)C(CSC=1OC(=NN1)COC1=C(C=C(C=C1Cl)Cl)Cl)=O)C1=CC=CC=C1 1-((1,1'-biphenyl)-4-yl)-2-((5-((2,4,6-trichlorophenoxy)methyl)-1,3,4-oxadiazol-2-yl)thio)ethan-1-one